COC=1C=C(C=CC1)CNC(=O)C1=CC=2C(=NC(=CC2)C=2C=NNC2)N1 N-[(3-methoxyphenyl)methyl]-6-(1H-pyrazol-4-yl)-1H-pyrrolo[2,3-b]pyridine-2-carboxamide